tert-butyl 4-(4-chloro-2-fluorobenzyl)-4-cyanopiperidine-1-carboxylate ClC1=CC(=C(CC2(CCN(CC2)C(=O)OC(C)(C)C)C#N)C=C1)F